FC=1C=C(C=CC1F)N1C(CCCC1C=1N=C2N(C=CC(=C2)C=2C(=NOC2C)C)C1C=1CNCCC1)=O 1-(3,4-difluorophenyl)-6-(7-(3,5-dimethylisoxazol-4-yl)-3-(1,2,5,6-tetrahydropyridin-3-yl)imidazo[1,2-a]pyridin-2-yl)piperidin-2-one